N-(oxazol-2-ylmethyl)-4-(5-(4-(2-oxopyrrolidin-1-yl)phenyl)pyridin-3-yl)-1H-pyrrolo[2,3-b]pyridine-2-carboxamide O1C(=NC=C1)CNC(=O)C1=CC=2C(=NC=CC2C=2C=NC=C(C2)C2=CC=C(C=C2)N2C(CCC2)=O)N1